3-(5-(difluoromethyl)-1,3,4-thiadiazol-2-yl)-N-(1-(fluoromethyl)cyclopropyl)-8-(4-methylpiperazin-1-yl)imidazo[1,5-a]pyridine-6-sulfonamide formate C(=O)O.FC(C1=NN=C(S1)C1=NC=C2N1C=C(C=C2N2CCN(CC2)C)S(=O)(=O)NC2(CC2)CF)F